S1C=NC2=C1C=CC(=C2)[C@@H](CN[C@@H](C(OC)OC)C)NS(=O)C(C)(C)C N-[(1S)-1-(1,3-benzothiazol-5-yl)-2-[[(1R)-2,2-dimethoxy-1-methyl-ethyl]amino]ethyl]-2-methyl-propane-2-sulfinamide